4-butyl-6-amino-5-cyano-2-methyl-1,4-dihydropyridine-3-carboxylic acid ethyl ester C(C)OC(=O)C1=C(NC(=C(C1CCCC)C#N)N)C